2,9-diazadispiro[3.1.5{6}.1{4}]dodecane-9-carboxylic acid tert-butyl ester C(C)(C)(C)OC(=O)N1CCC2(CC3(CNC3)C2)CC1